(S)-11-cyclopentyl-4-ethyl-4-hydroxy-8-methoxy-1,12-dihydro-14H-pyrano[3',4':6,7]indolizino[2,1-b]quinoline-3,6,14(4H,11H)-trione C1(CCCC1)N1C2=C(C(C3=CC(=CC=C13)OC)=O)C1=CC3=C(C(N1C2)=O)COC([C@]3(O)CC)=O